CC(CCCCC)C (R)-6-methylheptane